4-[(2S,4S)-1-[(5-methoxy-7-methyl-1H-indol-4-yl)methyl]-4-(methylaminosulfonyl)piperidin-2-yl]benzoic acid COC=1C(=C2C=CNC2=C(C1)C)CN1[C@@H](C[C@H](CC1)S(=O)(=O)NC)C1=CC=C(C(=O)O)C=C1